(R)-3-bromo-4-((1-((2-ethoxy-2-oxoethyl)(methyl)amino)propan-2-yl)amino)-5-nitrobenzoic acid methyl ester COC(C1=CC(=C(C(=C1)[N+](=O)[O-])N[C@@H](CN(C)CC(=O)OCC)C)Br)=O